1-(thiazol-2-yl)-1H-indole-5-carboxylic acid S1C(=NC=C1)N1C=CC2=CC(=CC=C12)C(=O)O